tert-butyl ((3R)-1-(6-chloro-1-(tetrahydro-2H-pyran-2-yl)-1H-pyrazolo[4,3-c]pyridin-3-yl)pyrrolidin-3-yl)carbamate ClC1=CC2=C(C=N1)C(=NN2C2OCCCC2)N2C[C@@H](CC2)NC(OC(C)(C)C)=O